N,N'-diallyl-1,4-bisacrylamido-(2E)-but-2-en C(C=C)N(C(C=C)=O)C\C=C\CN(C(C=C)=O)CC=C